(2'S)-2-chloro-2'-methyl-spiro[6,7-dihydrothieno[3,2-c]pyran-4,4'-piperidine] ClC1=CC2=C(CCOC23C[C@@H](NCC3)C)S1